C(C)(C)(C)OC(=O)N1CCC(CC1)C=1SC=C(N1)C1=CC=CC=C1 4-(4-phenylthiazol-2-yl)piperidine-1-carboxylic acid tert-butyl ester